N1(N=CC=C1)C1=C2CCO[C@H](C2=CC=C1)CN(C(OC(C)(C)C)=O)COCC[Si](C)(C)C (R)-tert-butyl ((5-(1H-pyrazol-1-yl)isochroman-1-yl)methyl)((2-(trimethylsilyl)ethoxy)methyl)carbamate